BrC1=NC=C(C=N1)OCC1=C(C=CC=C1Cl)Cl 2-bromo-5-[(2,6-dichlorophenyl)methoxy]pyrimidine